COC(=O)C=1SC(=CC1Br)C=1C=NN(C1)C1OCCCC1 3-bromo-5-(1-tetrahydropyran-2-ylpyrazol-4-yl)thiophene-2-carboxylic acid methyl ester